ClC=1C=C2CC(N(C2=CC1)CC(=O)NCC=1OC(=CC1)C)=O 2-(5-chloro-2-oxo-2,3-dihydro-1H-indol-1-yl)-N-[(5-methyl-2-furyl)methyl]acetamide